methanonaphthaline C=12C(=CC=C3C=CC=CC13)C2